FC(C=1C=C(C=C(C1)C(F)(F)F)CNC(=O)C=1N=C(SC1C)N(C1=CC(=NC(=C1)F)F)C#N)(F)F N-[[3,5-bis(trifluoromethyl)phenyl]methyl]-2-[cyano-(2,6-difluoro-4-pyridyl)amino]-5-methyl-thiazole-4-carboxamide